5-(Imidazo[1,2-a]pyrimidin-6-yl)-4-methoxy-N-(cis-4-(trifluoromethyl)cyclohexyl)pyrrolo[2,1-f][1,2,4]triazin-2-amine N=1C=CN2C1N=CC(=C2)C=2C=CN1N=C(N=C(C12)OC)N[C@@H]1CC[C@@H](CC1)C(F)(F)F